5-(2-methylbut-2-yl)-1,2-oxazol-3-amine CC(C)(CC)C1=CC(=NO1)N